COC=1C=CC(=C2C(=CC=NC12)C=CC(=O)O)[N+](=O)[O-] 3-(8-methoxy-5-Nitroquinolin-4-yl)-acrylic acid